trans-4-[1-(3-Chloro-phenyl)-7-methoxy-2,4-dioxo-3,4-dihydro-2H-pyrimido[5,4-c]quinolin-3-yl]-cyclohexanecarboxylic acid hydrochloride Cl.ClC=1C=C(C=CC1)N1C(N(C(C=2C=NC=3C(=CC=CC3C21)OC)=O)[C@@H]2CC[C@H](CC2)C(=O)O)=O